3-((3-Chloro-2-fluorophenyl)thio)propionic acid ClC=1C(=C(C=CC1)SCCC(=O)O)F